tert-Butyl (1-methylisoquinolin-5-yl)carbamate CC1=NC=CC2=C(C=CC=C12)NC(OC(C)(C)C)=O